Cl.Cl.N1C(CC=CC1)C=1C=C(C=NC1)N1C2CNC(C1)C2 2-[5-(1,2,3,6-tetrahydropyridin-2-yl)-3-pyridinyl]-2,5-diazabicyclo[2.2.1]heptane dihydrochloride